C(C)(C)(C)N(C(O)=O)CC1=CC(=C(C=C1)N)CC.COC=1C=CC2=C(N=C(S2)C=2C=NC=CC2NS(=O)(=O)C)C1 N-(3-(5-methoxybenzo[d]thiazol-2-yl)pyridin-4-yl)methanesulfonamide tert-butyl-(4-amino-3-ethylbenzyl)carbamate